ClC=1C=C2C=NNC2=CC1C1CCN(CC1)C1(COCC1)C 5-chloro-6-(1-(3-methyltetrahydrofuran-3-yl)piperidin-4-yl)-1H-indazole